(R)-6-((1-(Difluoromethyl)cyclopropyl)ethynyl)-N2-(1,3-difluoropropan-2-yl)-N4-(1,1,1-trifluoropropan-2-yl)-1,3,5-triazine-2,4-diamine FC(C1(CC1)C#CC1=NC(=NC(=N1)NC(CF)CF)N[C@@H](C(F)(F)F)C)F